FC1=CC=C(C=N1)C=1C=C2N(N1)C(N(C2)C2=CN=C(S2)C)=O 2-(6-Fluoropyridin-3-yl)-5-(2-methylthiazol-5-yl)-4,5-dihydro-6H-imidazo[1,5-b]pyrazol-6-one